N-(1-(naphthalen-2-yl)vinyl)acetamide C1=C(C=CC2=CC=CC=C12)C(=C)NC(C)=O